C(#N)C(C)(C)C1=CC=C(C=C1)NC=1N=CC2=C(N1)CN(CC2)C2=C(C1=C(OCCN1C(=O)OC(C)(C)C)N=C2)C tert-butyl 7-(2-((4-(2-cyanopropan-2-yl)phenyl)amino)-5,8-dihydropyrido[3,4-d]pyrimidin-7(6H)-yl)-8-methyl-2,3-dihydro-1H-pyrido[2,3-b][1,4]oxazine-1-carboxylate